2,2-bis[(2-oxiranylmethoxy)methyl]-1-butanol O1C(C1)COCC(CO)(CC)COCC1OC1